1-(1-hydroxy-2-methylpropan-2-yl)-N,N-bis(4-methoxybenzyl)-3,5-dimethyl-1H-pyrazole-4-sulfonamide OCC(C)(C)N1N=C(C(=C1C)S(=O)(=O)N(CC1=CC=C(C=C1)OC)CC1=CC=C(C=C1)OC)C